C(C)[C@H]1N(CC2=CC(=CC(=C2C1)F)C(=O)NO)CC1COC1 (R)-3-ethyl-5-fluoro-N-hydroxy-2-(oxetan-3-ylmethyl)-1,2,3,4-tetrahydroisoquinoline-7-carboxamide